methyl 3-[1-[4-(benzyloxy)butyl]-4-methyl-1H-benzotriazol-5-yl]-3-[3-(hydroxymethyl)-4-methylphenyl]-2,2-dimethylpropanoate C(C1=CC=CC=C1)OCCCCN1N=NC2=C1C=CC(=C2C)C(C(C(=O)OC)(C)C)C2=CC(=C(C=C2)C)CO